FC=1C(=CC=2C3=C(NC(C2C1)=O)COCC3N(C(=O)C=3C=C1N(N=CC=C1)C3)C)F N-(8,9-difluoro-6-oxo-1,4,5,6-tetrahydro-2H-pyrano[3,4-c]isoquinolin-1-yl)-N-methylpyrrolo[1,2-b]pyridazine-6-carboxamide